[Cl-].[NH+]=1NN=CC1 triazolium chloride salt